N-((1r,4r)-4-((3-(2-(2H-1,2,3-triazol-2-yl)pyridin-4-yl)-2-oxo-2,3-dihydro-1H-benzo[d]imidazol-1-yl)methyl)cyclohexyl)-5-chloro-2-methyl-nicotinamide N=1N(N=CC1)C1=NC=CC(=C1)N1C(N(C2=C1C=CC=C2)CC2CCC(CC2)NC(C2=C(N=CC(=C2)Cl)C)=O)=O